3-chloro-N-(5-chloro-6-(2H-1,2,3-triazol-2-yl)pyridin-3-yl)-4'-fluoro-2'-methoxy-[1,1'-biphenyl]-4-carboxamide ClC=1C=C(C=CC1C(=O)NC=1C=NC(=C(C1)Cl)N1N=CC=N1)C1=C(C=C(C=C1)F)OC